C1(CCC1)[C@H]1[C@@H](C1)C(=O)O |r| rac-(1R,2S)-2-cyclobutylcyclopropane-1-carboxylic acid